ClC1=CC=C(C=C1)C1=NN(C(=C1)NC(C)=O)C1=C(C=CC(=C1)Cl)Cl N-(3-(4-chlorophenyl)-1-(2,5-dichlorophenyl)-1H-pyrazol-5-yl)acetamide